C(CCCCCCCCCCCCCCCCCCCCC)#N Docosanenitrile